BrC=1C=2N(C=CC1NC(C1=CC=CC=C1)=O)N=CC2 N-(4-bromopyrazolo[1,5-a]pyridin-5-yl)benzamide